C1(CC1)CN1N=CC=2C(NC=3C(=CC(=C(C3C21)C)C=2C=C(C=C1C(=CNC21)C)F)F)(C)C 1-(cyclopropylmethyl)-6-fluoro-8-(5-fluoro-3-methyl-1H-indol-7-yl)-4,4,9-trimethyl-5H-pyrazolo[4,3-c]quinoline